5-(2-chloro-5-(isobutyrylaminomethyl)benzoylamino)-N-(4-chlorophenyl)-1-propyl-1H-indole-2-carboxamide ClC1=C(C(=O)NC=2C=C3C=C(N(C3=CC2)CCC)C(=O)NC2=CC=C(C=C2)Cl)C=C(C=C1)CNC(C(C)C)=O